tert-butyl 6-(3-(5-(difluoromethyl)-1,3,4-thiadiazol-2-yl)-6-(N-(1-methylcyclopropyl)sulfamoyl)imidazo[1,5-a]pyridin-8-yl)-2,6-diazaspiro[3.4]octane-2-carboxylate FC(C1=NN=C(S1)C1=NC=C2N1C=C(C=C2N2CC1(CN(C1)C(=O)OC(C)(C)C)CC2)S(NC2(CC2)C)(=O)=O)F